C(N)(OC1CCC(CC1)O)=O ((1r,4r)-4-hydroxycyclohexyl) carbamate